2,2'-[1,3-Phenylenedi(methyleneoxy[1,1'-binaphthyl]-2',2-diyloxy)]di(ethan-1-ol) C1(=CC(=CC=C1)COC1=C(C2=CC=CC=C2C=C1)C1=C(C=CC2=CC=CC=C12)OCCO)COC1=C(C2=CC=CC=C2C=C1)C1=C(C=CC2=CC=CC=C12)OCCO